C1OCC12CC(C2)OC=2C=CC1=C(C(OC3=CC(=CC=C13)O)=O)C2 8-((2-oxaspiro[3.3]heptan-6-yl)oxy)-3-hydroxy-6H-benzo[c]chromen-6-one